12-hydroxy-4,6,8,10-tetramethyltridecylheptoxymethyl ether OC(CC(CC(CC(CC(CCCC(OCCCCCCC)OC(CCCC(CC(CC(CC(CC(C)O)C)C)C)C)OCCCCCCC)C)C)C)C)C